ClC1=CC=C2C(=N1)N=C(O2)N2CCN(CC2)C(=O)C2=CC(=C(C=C2)C=2N=NN(N2)CC(C)(C)C)F [4-(5-chlorooxazolo[4,5-b]pyridin-2-yl)piperazin-1-yl]-[4-[2-(2,2-dimethylpropyl)tetrazol-5-yl]-3-fluoro-phenyl]methanone